(Z)-1-(3-(5-(dimethylamino)-2-isopropylphenyl)-4-oxothiazolidin-2-ylidene)-3-(4-(1-(5-(trifluoromethoxy)pyridin-2-yl)-1H-1,2,4-triazol-3-yl)-2-(trifluoromethyl)phenyl)urea CN(C=1C=CC(=C(C1)N1/C(/SCC1=O)=N/C(=O)NC1=C(C=C(C=C1)C1=NN(C=N1)C1=NC=C(C=C1)OC(F)(F)F)C(F)(F)F)C(C)C)C